C(CCCCCCCCC)[N+](CC1=CC=CC=C1)(C)C N-decyl-N,N-dimethyl-N-benzylammonium